N-(4-(3-amino-7-(1H-pyrazolo[3,4-b]pyridin-6-yl)-1H-pyrazolo[4,3-c]pyridin-4-yl)benzyl)-5-fluoro-2-methoxybenzamide NC1=NNC2=C1C(=NC=C2C2=CC=C1C(=N2)NN=C1)C1=CC=C(CNC(C2=C(C=CC(=C2)F)OC)=O)C=C1